6-(3-((1-(3-fluoro-4-methoxyphenyl)cyclopropyl)glycyl)-3,8-diazabicyclo[3.2.1]octan-8-yl)nicotinonitrile FC=1C=C(C=CC1OC)C1(CC1)NCC(=O)N1CC2CCC(C1)N2C2=NC=C(C#N)C=C2